2-Methyl-5-((1-methylazetidin-2-yl)methoxy)-N-(1-(3-methylnaphthalen-1-yl)cyclopropyl)benzamide CC1=C(C(=O)NC2(CC2)C2=CC(=CC3=CC=CC=C23)C)C=C(C=C1)OCC1N(CC1)C